N-[4-(3-chloro-4-cyano-phenoxy)cyclohexyl]-6-[4-[[4-[4-[(2,6-diOxo-3-piperidyl)carbamoyl]phenyl]piperazin-1-yl]methyl]-1-piperidyl]pyridazine-3-carboxamide ClC=1C=C(OC2CCC(CC2)NC(=O)C=2N=NC(=CC2)N2CCC(CC2)CN2CCN(CC2)C2=CC=C(C=C2)C(NC2C(NC(CC2)=O)=O)=O)C=CC1C#N